S(=O)(OC#CC)[O-] propynyl sulphite